5-((1-aminocyclopropyl)ethynyl)-N-(3-methyl-4-((1-methyl-1H-benzimidazol-5-yl)oxy)phenyl)pyrimidin-4-amine NC1(CC1)C#CC=1C(=NC=NC1)NC1=CC(=C(C=C1)OC1=CC2=C(N(C=N2)C)C=C1)C